5-(6-(difluoromethyl)-5-methylpyridin-3-yl)-9-fluoro-1-methyl-1,2-dihydrospiro[benzo[e][1,4]diazepine-3,1'-cyclopropane] FC(C1=C(C=C(C=N1)C=1C2=C(N(CC3(CC3)N1)C)C(=CC=C2)F)C)F